C=CC(CC)C1=CC=NC=C1 4-(1-penten-3-yl)pyridine